2-(((cyclobutylthio)methyl)thio)-6-(1-cyclopropyl-1H-pyrazol-5-yl)-4-hydroxynicotinonitrile C1(CCC1)SCSC1=C(C#N)C(=CC(=N1)C1=CC=NN1C1CC1)O